NC1=C2C(=NC=N1)N(N=C2C#CC2=CC1=C(N(C=N1)CC)C=C2Cl)[C@H]2C[C@@H](N(C2)C(C=C)=O)C 1-((2S,4S)-4-(4-amino-3-((1-ethyl-6-chloro-1H-benzo[d]imidazol-5-yl)ethynyl)-1H-pyrazolo[3,4-d]pyrimidin-1-yl)-2-methylpyrrolidin-1-yl)prop-2-en-1-one